5-fluoro-3-(N-tert-butoxycarbonyl-piperidin-4-yl)phenol FC=1C=C(C=C(C1)O)C1CCN(CC1)C(=O)OC(C)(C)C